CN1N=CC2=C(C=CC=C12)C1=C(C=CC=C1)C1CC(C(O1)=O)=C 5-(2-(1-methyl-1H-indazol-4-yl)phenyl)-3-methylenedihydrofuran-2(3H)-one